[Pd].C1(=C(C=CC=C1)P(C1=C(C=CC=C1)C)C1=C(C=CC=C1)C)C.C1(=C(C=CC=C1)P(C1=C(C=CC=C1)C)C1=C(C=CC=C1)C)C Bis[tris(2-tolyl)phosphine] palladium